C(C#C)OCCOC1=C(C(=O)O)C=CC(=C1)C1(N=N1)C(F)(F)F 2-(2-(prop-2-yn-1-yloxy)ethoxy)-4-(3-(trifluoromethyl)-3H-diazirin-3-yl)benzoic acid